OC1=C(C(=CC(=C1)O[C@@H]1O[C@@H]([C@H]([C@@H]([C@H]1O)O)O)CO)O)C(\C=C\C1=CC(=C(C=C1)OC)O)=O (E)-1-[2,6-Dihydroxy-4-[(2S,3R,4S,5S,6R)-3,4,5-trihydroxy-6-(hydroxymethyl)oxan-2-yl]oxyphenyl]-3-(3-hydroxy-4-methoxyphenyl)prop-2-en-1-one